C(C)(=O)N[C@H](C)C1=CC=C(C=C1)NC1=NC=NC2=CC(=C(C=C12)OCCCN1CCCC1)OC (R)-4-[4-(1-acetamido-ethyl)phenylamino]-7-methoxy-6-(3-(1-tetrahydropyrrolyl)propoxy)quinazoline